N1=CC=C(C=C1)C1=CC=CC2=C1C=C(O2)B(O)O [4-(4-pyridinyl)benzofuran-2-yl]boronic acid